5-bromo-3,4-dihydroisoquinoline BrC1=C2CCN=CC2=CC=C1